tert-Butyl 4-(2-chloro-8-oxo-7,8-dihydro-9H-purin-9-yl)adamantane-1-carboxylate ClC1=NC=C2NC(N(C2=N1)C1C2CC3(CC(CC1C3)C2)C(=O)OC(C)(C)C)=O